N-(6-imidazol-1-yl-2,2-dimethyl-3H-benzofuran-5-yl)pyrazolo[1,5-a]pyrimidine-3-carboxamide N1(C=NC=C1)C1=CC2=C(CC(O2)(C)C)C=C1NC(=O)C=1C=NN2C1N=CC=C2